N1(CCNCC1)C1=CC=C(N=N1)NC=1N=CC2=C(N1)C(=NC(=C2)[C@@H](C)O)N2CCCCC2 (1R)-1-[2-[(6-piperazin-1-ylpyridazin-3-yl)amino]-8-piperidin-1-ylpyrido[3,4-d]pyrimidin-6-yl]ethanol